2-({6-[(1,3-Benzothiazol-2-yl)amino]pyridazin-3-yl}amino)-1,3-thiazole-4-carboxylic acid S1C(=NC2=C1C=CC=C2)NC2=CC=C(N=N2)NC=2SC=C(N2)C(=O)O